5-(3-(2-cyclohexyl-2-propoxycarbonyl)phenyl)-bicyclo[2.2.1]hept-2-ene C1(CCCCC1)C(C)(C)OC(=O)C=1C=C(C=CC1)C1C2C=CC(C1)C2